COC(C(CCSC)[N+]#[C-])=O 2-ISOCYANO-4-(METHYLTHIO)BUTYRIC ACID METHYL ESTER